2-propylpropan-1,3-diol C(CC)C(CO)CO